ClC1=CC=C(C=2C1=NON2)S(=O)(=O)N2CCC1(CC(CO1)NC[C@@H](COC=1C=C(C=CC1)S(=O)(=O)NC)O)CC2 3-((2S)-3-(8-(7-chlorobenzo[c][1,2,5]oxadiazol-4-ylsulfonyl)-1-oxa-8-azaspiro[4.5]decan-3-ylamino)-2-hydroxypropoxy)-N-methylbenzenesulfonamide